carbon perfluoroketone FC(=O)F.[C]